BrC1=C(C=C(C=C1F)C1CC=NN1C(=O)C12CC(C1)(C2)CN2N=CC1=CC(=CC=C21)C#N)F 1-((3-(5-(4-bromo-3,5-difluorophenyl)-4,5-dihydro-1H-pyrazole-1-carbonyl)bicyclo[1.1.1]Pent-1-yl)methyl)-1H-indazole-5-carbonitrile